OCC=1N=C(OC1)COC1=CC=C(C=C1)C(C)(C)C1=CC=C(OCCCNC(OC(C)(C)C)=O)C=C1 tert-butyl (3-(4-(2-(4-((4-(hydroxylmethyl)oxazol-2-yl)methoxy) phenyl)propan-2-yl)phenoxy)propyl)carbamate